FC(C1=NNC(=N1)N)(F)F 3-(trifluoromethyl)-1H-1,2,4-triazole-5-amine